C(=O)C1=C(C=C(COC(=O)NC=2C=CC3=C(N=C(S3)C=3SCC(N3)C(=O)O)C2)C=C1)O 2-(5-((((4-formyl-3-hydroxybenzyl)oxy)carbonyl)amino)benzo[d]thiazol-2-yl)-4,5-dihydrothiazole-4-carboxylic acid